[3-(6-fluoro-[1,2,4]triazolo[4,3-a]pyridin-7-yl)-3-hydroxy-propyl]4-methylbenzenesulfonate FC=1C(=CC=2N(C1)C=NN2)C(CCOS(=O)(=O)C2=CC=C(C=C2)C)O